ClC=1N=C(C2=C(N1)C=CS2)N2OCC[C@H]2C2=CC=CC=C2 (S)-2-(2-chlorothieno[3,2-d]pyrimidin-4-yl)-3-phenylisoxazolidine